ClC1=NC2=C(C=C(C(=C2C(=N1)N1CC2(CCC(C1)N2C(=O)OC(C)(C)C)C)OC)F)F tert-butyl 3-(2-chloro-6,8-difluoro-5-methoxyquinazolin-4-yl)-1-methyl-3,8-diazabicyclo[3.2.1]octane-8-carboxylate